NonaneDiate C(CCCCCCCC(=O)[O-])(=O)[O-]